7-(4,4,5,5-tetramethyl-1,3,2-dioxaborolane-2-yl)benzo[d]oxazol-4-amine CC1(OB(OC1(C)C)C=1C=CC(=C2N=COC21)N)C